methyl 1-(2-(bis(2,4-dimethoxybenzyl)amino)oxazolo[4,5-c]pyridin-7-yl)-4-((tert-butoxycarbonyl)amino)piperidine-3-carboxylate COC1=C(CN(C=2OC3=C(C=NC=C3N3CC(C(CC3)NC(=O)OC(C)(C)C)C(=O)OC)N2)CC2=C(C=C(C=C2)OC)OC)C=CC(=C1)OC